BrCC1=CC=C(C=C1)C(F)F 1-(bromomethyl)-4-(difluoromethyl)benzene